N-(6-(2H-1,2,3-triazol-2-yl)-5-(trifluoromethyl)pyridin-3-yl)-4-(3-amino-5-ethynylpyridine-4-yl)-3-fluorobenzamide N=1N(N=CC1)C1=C(C=C(C=N1)NC(C1=CC(=C(C=C1)C1=C(C=NC=C1C#C)N)F)=O)C(F)(F)F